C(=O)(OC(C)(C)C)N1CCC(CC1)CCBr N-Boc-4-(2-bromo-ethyl)-piperidine